(E)-1-[4-(2-Hydroxybutoxy)phenyl]-3-(4-methoxyphenyl)prop-2-en-1-one OC(COC1=CC=C(C=C1)C(\C=C\C1=CC=C(C=C1)OC)=O)CC